6-{[2-(2,6-dioxopiperidin-3-yl)-1,3-dioxo-2,3-dihydro-1H-isoindol-4-yl]oxy}hexanoic acid O=C1NC(CCC1N1C(C2=CC=CC(=C2C1=O)OCCCCCC(=O)O)=O)=O